COC1=CC=C(C=C1)CN1C(N(CCC1=O)C1=CC=C(C=C1)N1CCC(CC1)CC=O)=O 2-[1-[4-[3-[(4-methoxyphenyl)methyl]-2,4-dioxo-hexahydro-pyrimidin-1-yl]phenyl]-4-piperidyl]acetaldehyde